[Cl-].NC1=CC=C(C=C1)[C+](C1=CC(=C(C=C1)N)C)C1=CC=C(C=C1)N Di(4-aminophenyl)(4-amino-3-methylphenyl)carbenium chlorid